5-cyano-N-methylbenzamide C(#N)C=1C=CC=C(C(=O)NC)C1